ClCC1=NC2=CC=CC=C2C(=N1)N1CCS(CC1)(=O)=O 4-[2-(Chloromethyl)quinazolin-4-yl]-1,4-thiazinane 1,1-dioxide